O[C@@H]1CN(CC1)C(=O)C1=CC(=NC=C1)C(=O)NC1=CC(=CC=C1)[C@@H](C)SC1=NN=CN1C 4-[[(3S)-3-hydroxypyrrolidin-1-yl]carbonyl]-N-[3-[(1R)-1-[(4-methyl-4H-1,2,4-triazol-3-yl)sulfanyl]ethyl]phenyl]pyridine-2-carboxamide